O=C1NC(CCC1N1C(C2=CC=CC(=C2C1=O)NC1CC2(C1)CCC(CC2)N(C(OCC2=CC=CC=C2)=O)C)=O)=O benzyl N-[2-[[2-(2,6-dioxo-3-piperidyl)-1,3-dioxo-isoindolin-4-yl]amino]spiro[3.5]nonan-7-yl]-N-methyl-carbamate